C(C1=CC=CC=C1)OC([C@](C#CCCC[C@H](C)OC1=C(C=C(C(=N1)C(=O)OC)[N+](=O)[O-])C(F)(F)F)(C(F)(F)F)O)=O methyl 6-{[(2S,8R)-9-(benzyloxy)-8-hydroxy-9-oxo-8-(trifluoromethyl)non-6-yn-2-yl]oxy}-3-nitro-5-(trifluoromethyl)pyridine-2-carboxylate